5-azoniaspiro[4.5]decan-9-ol C1CCC[N+]12CCCC(C2)O